C(C)(C)C=1N=C(SC1C1=NC=CC=C1)NC(C)=O N-(4-isopropyl-5-(pyridin-2-yl)thiazol-2-yl)acetamide